FC1CNCCC1N 3-fluoro-piperidin-4-amine